C(C)OC1=NC=2N(CC(=NC2C=N1)OC1=CC2=CN(N=C2C=C1)C)C=1C=NC(=CC1)OC 2-Ethoxy-8-(6-methoxypyridin-3-yl)-6-((2-methyl-2H-indazol-5-yl)oxy)pteridine